CC1CCC(NC1)C=1C=C(N)C=CC1 3-(5-methyl-2-piperidyl)Aniline